BrC1=C(CNCCC2=C(C=C(C(=C2)OC)I)OC)C=CC=C1 N-(2-bromobenzyl)-1-(2,5-dimethoxy-4-iodophenyl)-2-aminoethane